BrC=1C=C2[C@H]([C@@H](C(OC2=CC1)(C)C)O)NC(=O)C=1C=C2[C@@H](CCOC2=CC1)N1C(NC(CC1=O)(CC)CC)=N (R)-N-((3S,4R)-6-bromo-3-hydroxy-2,2-dimethylchroman-4-yl)-4-(4,4-diethyl-2-imino-6-oxotetrahydropyrimidin-1(2H)-yl)chromane-6-carboxamide